4,5-diaminoterephthalonitrile NC1(CC=C(C#N)C=C1N)C#N